2-(2,6-dioxopiperidin-3-yl)-5-(3-((4'-fluoro-5,5-dimethyl-3,4,5,6-tetrahydro-[1,1'-biphenyl]-2-yl)methyl)-3,8-diazabicyclo[3.2.1]octan-8-yl)isoindoline-1,3-dione O=C1NC(CCC1N1C(C2=CC=C(C=C2C1=O)N1C2CN(CC1CC2)CC2=C(CC(CC2)(C)C)C2=CC=C(C=C2)F)=O)=O